(E)-4-((tert-butyldimethylsilyl)oxy)-2,3-dimethylbut-2-enoic acid [Si](C)(C)(C(C)(C)C)OC/C(=C(/C(=O)O)\C)/C